C(C)NC(C([C@H](C[C@H]1C(NCC1)=O)NC([C@H](CCCC)NC(OC(C(C1=CC(=CC=C1)F)(F)F)C1=CC=CC=C1)=O)=O)O)=O 2,2-difluoro-2-(3-fluorophenyl)-1-phenylethyl ((2S)-1-(((2S)-4-(ethylamino)-3-hydroxy-4-oxo-1-((S)-2-oxo pyrrolidin-3-yl)butan-2-yl)amino)-1-oxohexan-2-yl)carbamate